Ethyl 2,2-difluoro-3-(4-(1-Boc-7-fluoro-1H-indol-3-yl) furan-2-yl)-3-hydroxypropionate FC(C(=O)OCC)(C(O)C=1OC=C(C1)C1=CN(C2=C(C=CC=C12)F)C(=O)OC(C)(C)C)F